1-[2-(4-iodopyrazol-1-yl)ethyl]cyclobutan-1-ol IC=1C=NN(C1)CCC1(CCC1)O